FC(C(=O)O)(F)F.NC1(CC1)COC1=C(C=C(C=C1)NC1=NC=2N(C(=C1)NC1CC1)N=CC2C#N)C[S@](=O)C |r| (±)-5-((4-((1-aminocyclopropyl)methoxy)-3-((methylsulfinyl)methyl)phenyl)amino)-7-(cyclopropylamino)pyrazolo[1,5-a]pyrimidine-3-carbonitrile monotrifluoroacetic acid salt